(3R,4R)-4-((S)-5H-imidazo[5,1-a]isoindol-5-yl)piperidin-3-ol C=1N=CN2C1C1=CC=CC=C1[C@@H]2[C@@H]2[C@H](CNCC2)O